6-isopropenyl-3-methyl-4-oxo-cyclohex-2-en C(=C)(C)C1CC(C(=CC1)C)=O